2,4,6-tri(N,N-dihydroxymethylamino)-1,3,5-triazine OCN(CO)C1=NC(=NC(=N1)N(CO)CO)N(CO)CO